CN(C)\C=N\NC(=O)[C@@H]1C[C@@H](N(CC1)C(=O)OC(C)(C)C)CC |r| (rac)-tert-Butyl cis-4-{N'-[(E)-(dimethylamino)methylidene]hydrazinecarbonyl}-2-ethylpiperidine-1-carboxylate